tert-butyl N-{[(4R)-8-(3-methoxypyridin-4-yl)-3,4-dihydro-2H-1-benzopyran-4-yl]methyl}-N-methylcarbamate COC=1C=NC=CC1C1=CC=CC=2[C@@H](CCOC21)CN(C(OC(C)(C)C)=O)C